BrC=1C(=NC(=C(C1)N=CN(C)CC)C)OC=1C=C(C=CC1)S(=NC(C)=O)(=O)C N-((3-((3-bromo-5-(((ethyl(methyl)amino)methylene)amino)-6-methylpyridin-2-yl)oxy)phenyl)(methyl)(oxo)-λ6-sulfaneylidene)acetamide